C1(CCCCC1)C[Si](OCC)(OCC)CC1CCCCCC1 (cyclohexyl)methyl-(cycloheptyl)methyl-diethoxysilane